2-[5-chloro-3-[4-fluoro-2-(2-methoxyethoxy)phenyl]-6-(1-methylpyrazol-4-yl)-2-pyridinyl]-4,5,6,7-tetrahydropyrazolo[1,5-a]pyrazine ClC=1C=C(C(=NC1C=1C=NN(C1)C)C1=NN2C(CNCC2)=C1)C1=C(C=C(C=C1)F)OCCOC